(R)-4-((1-(3-(1,1-difluoro-2-(piperidin-4-yl)ethyl)-2-fluorophenyl)ethyl)amino)-6-(1,1-dioxidotetrahydro-2H-thiopyran-4-yl)-8-(pent-4-en-1-yl)pyrido[2,3-d]pyrimidin-7(8H)-one FC(CC1CCNCC1)(F)C=1C(=C(C=CC1)[C@@H](C)NC=1C2=C(N=CN1)N(C(C(=C2)C2CCS(CC2)(=O)=O)=O)CCCC=C)F